CC1(OB(OC1(C)C)C=1C(=NC=CC1)C(C(=O)OCC)C)C ethyl 2-[3-(4,4,5,5-tetramethyl-1,3,2-dioxaborolan-2-yl)-2-pyridyl]propanoate